(2-[8-(ethoxydimethylsilyl)octoxy]-5-hydroxyphenyl)tri(p-tolyl)phosphonium bromide [Br-].C(C)O[Si](CCCCCCCCOC1=C(C=C(C=C1)O)[P+](C1=CC=C(C=C1)C)(C1=CC=C(C=C1)C)C1=CC=C(C=C1)C)(C)C